OCCN(CCCCCCCCC(=O)OCC=C(C)C)CCCCC(=O)OC(CCCCCCCCC)CCCCCCCCC 3-Methylbut-2-en-1-yl 9-((2-hydroxyethyl)(5-(nonadecan-10-yloxy)-5-oxopentyl)amino)nonanoate